[C@H]12CN(C[C@H](CC1)N2)C2=NC(=NC1=CC(=CC=C21)N2CC(CC1=CC=CC=C21)O)OC[C@@H]2N(CCC2)C |&1:31| 1-(4-((1R,5S)-3,8-diazabicyclo[3.2.1]octan-3-yl)-2-(((RS)-1-methylpyrrolidin-2-yl)methoxy)quinazolin-7-yl)-1,2,3,4-tetrahydroquinolin-3-ol